3-((trans)-1-(tert-butoxycarbonyl)-4-hydroxypyrrolidin-2-yl)-4-methylbenzoic acid C(C)(C)(C)OC(=O)N1[C@H](C[C@@H](C1)O)C=1C=C(C(=O)O)C=CC1C